vinylbenzylaminoethyl-aminopropyl-trimethoxysilane hydrochloride Cl.C(=C)C(O[Si](OC)(OC)CCCN)CCNCC1=CC=CC=C1